3-(((7-bromo-2,3-dihydrofuro[3,2-c]pyridin-4-yl)amino)methyl)benzoic acid BrC=1C2=C(C(=NC1)NCC=1C=C(C(=O)O)C=CC1)CCO2